C(C(=C)C)(=O)O.C(C(=C)C)(=O)O.OC1=CC=C(C=C1)C(C)(C)C1=CC=C(C=C1)O 2,2-di-(p-hydroxyphenyl)propane dimethacrylate